FC=1C=C2C(=CNC2=CC1)CCCNCC1CCN(CC1)C(=O)C1=CC=C(C(=O)N)C=C1 4-(4-(((3-(5-fluoro-1H-indol-3-yl)propyl)amino)methyl)piperidine-1-carbonyl)benzamide